4-(4-amino-6-(4-methacrylamidophenyl)-7H-cyclopenta[d]pyrimidin-5-yl)benzoic acid methyl ester COC(C1=CC=C(C=C1)C1=C(CC=2N=CN=C(C21)N)C2=CC=C(C=C2)NC(C(=C)C)=O)=O